4-(2-Amino-2-methylpropanoyl)-N-(1-(4-(((trans-4-aminocyclohexyl)(2-fluoroethyl)amino)methyl)phenyl)-2-oxo-1,2-dihydropyrimidin-4-yl)piperazine-1-carboxamide hydrochloride salt Cl.NC(C(=O)N1CCN(CC1)C(=O)NC1=NC(N(C=C1)C1=CC=C(C=C1)CN(CCF)[C@@H]1CC[C@H](CC1)N)=O)(C)C